ClCC1=NN(C=C1)C1=C(C=C(C=C1)F)F 3-(chloromethyl)-1-(2,4-difluorophenyl)-1H-pyrazole